(S)-N-(8,9-difluoro-5-methyl-6-oxo-1,4,5,6-tetrahydro-2H-pyrano[3,4-c]isoquinolin-1-yl)-5,6-difluoro-N-methyl-1H-indole-2-carboxamide FC=1C(=CC=2C3=C(N(C(C2C1)=O)C)COC[C@H]3N(C(=O)C=3NC1=CC(=C(C=C1C3)F)F)C)F